C(#N)C1=C(CC=2N(C=3C(=C4CC[C@@H](N(C4=CC3)C(=O)OC)C)N2)C2CCCCC2)C=CC=C1 (1S,4r)-4-((S)-2-(2-Cyanobenzyl)-6-(methoxycarbonyl)-7-methyl-6,7,8,9-tetrahydro-3H-imidazo[4,5-f]chinolin-3-yl)cyclohexan